FC=1C=C(C#N)C=C(C1)[C@H]1N(OCC1)C(=O)C1CCNCC1 (S)-3-fluoro-5-(2-(piperidine-4-carbonyl)isoxazolidin-3-yl)benzonitrile